FC1(CN(CC1)C1=NC(=CC=C1C(=O)NS(=O)(=O)C1=CC=NN1)C1=CC(=CC(=C1)OCC(C)C)F)F 2-(3,3-Difluoropyrrolidin-1-yl)-6-(3-fluoro-5-isobutoxyphenyl)-N-(1H-pyrazol-5-ylsulfonyl)pyridin-3-carboxamid